3-ethyl-8-fluoro-7-((5-fluoro-3',6'-dihydro-[2,4'-bipyridin]-1'(2'H)-yl)methyl)quinoxalin-2(1H)-one C(C)C=1C(NC2=C(C(=CC=C2N1)CN1CCC(=CC1)C1=NC=C(C=C1)F)F)=O